[N-]1CCCCC1.[Li+] lithium piperidinide